benzothien-2-yl-boronic acid S1C(=CC2=C1C=CC=C2)B(O)O